C[C@@H]1CC2=NN3C(C(N(CC(C3)C(=O)OCC)C)=O)=C2CN1C(=O)OC(C)(C)C (3R)-2-tert-Butyl 8-ethyl 3,10-dimethyl-11-oxo-3,4,8,9,10,11-hexahydro-1H-pyrido-[4',3':3,4]pyrazolo[1,5-a][1,4]diazepine-2,8(7H)-dicarboxylate